C(=CCCCCCCCCCCCCCCCC)O 9E-octadecen-1-ol